(1R,2S,5S)-3-((S)-2-((tert-Butoxycarbonyl)amino)-2-(tetrahydro-2H-pyran-4-yl)acetyl)-6,6-dimethyl-3-azabicyclo[3.1.0]hexane-2-carboxylic acid methyl ester COC(=O)[C@@H]1[C@H]2C([C@H]2CN1C([C@H](C1CCOCC1)NC(=O)OC(C)(C)C)=O)(C)C